7-Ethynyl-9-hydroxy-3-propyl-4H-pyrido[1,2-a]pyrimidin-4-one C(#C)C=1C=C(C=2N(C(C(=CN2)CCC)=O)C1)O